C(C)(C)C1=CC=CC(=N1)C1=NNC=C1C=1N=C2C=C(C=NC2=CC1)N1CCC(CC1)NC 1-[6-[3-(6-isopropyl-2-pyridyl)-1H-pyrazol-4-yl]-1,5-naphthyridin-3-yl]-N-methyl-piperidin-4-amine